N1CC(C1)C1=CNC2=CC=CC=C12 3-(azetidine-3-yl)-1H-indole